(R)-2-(dimethylamino)-N-((S)-1-(4-(4-isopropyl-5-(8-methyl-[1,2,4]triazolo[1,5-a]pyridin-6-yl)-1H-pyrazol-3-yl)phenyl)ethyl)-N-methylpropanamide CN([C@@H](C(=O)N(C)[C@@H](C)C1=CC=C(C=C1)C1=NNC(=C1C(C)C)C=1C=C(C=2N(C1)N=CN2)C)C)C